2,4-Difluorobenzoic acid methyl ester COC(C1=C(C=C(C=C1)F)F)=O